2,4,6-trimethylbenzoyl-trimethylphosphine oxide CC1=C(C(=O)CP(C)(C)=O)C(=CC(=C1)C)C